FC1=C(C(=C(C(=C1[B-](C1=C(C(=C(C(=C1F)F)F)F)F)(C1=C(C(=C(C(=C1F)F)F)F)F)C1=C(C(=C(C(=C1F)F)F)F)F)F)F)F)F.C1(=C(C=CC=C1)[I+]C(C)(C)C1=CC=CC=C1)C tolyl-cumyl-iodonium tetrakis-(pentafluorophenyl)borate